2-(5-(4-(2-(5-amino-8-(furan-2-yl)-2-oxothiazolo[5,4-e][1,2,4]triazolo[1,5-c]pyrimidin-3(2H)-yl)ethyl)piperazin-1-yl)-2,4-difluorophenoxy)-2-methylpropionic acid NC1=NC2=C(C=3N1N=C(N3)C=3OC=CC3)SC(N2CCN2CCN(CC2)C=2C(=CC(=C(OC(C(=O)O)(C)C)C2)F)F)=O